BrC(C(=O)OC)C1=C2C3(C(N(C2=CC=C1)C1CCOCC1)=O)CC3 Methyl 2-bromo-2-(2'-oxo-1'-(tetrahydro-2H-pyran-4-yl)spiro[cyclopropane-1,3'-indolin]-4'-yl)acetate